N(=C=O)C1C(C(C(CC1CCCC)CCCC)N=C=O)CCCC 1,3-diisocyanato-2,4,6-tributylcyclohexane